OC hydroxylmethane